N=1C=NN2C1C=C(C=C2)C=2C(=NC(=NC2)NC=2C=NN(C2)C)NC=2C=C(C=CC2F)NC(C=C)=O N-(3-((5-([1,2,4]triazolo[1,5-a]pyridin-7-yl)-2-((1-methyl-1H-pyrazol-4-yl)amino)pyrimidin-4-yl)amino)-4-fluorophenyl)acrylamide